C(C(C)(C)C)(=O)OC=1C=CC2=C(C1)OCC1=C2N=C(S1)N 2-amino-4H-chromeno[4,3-d]thiazol-7-yl pivalate